[(3R,4S)-4-[3-[5,7-difluoro-2-(4-fluorophenyl)-1H-indol-3-yl]propanoylamino]-5-oxo-pyrrolidin-3-yl]methanesulfonate FC=1C=C2C(=C(NC2=C(C1)F)C1=CC=C(C=C1)F)CCC(=O)N[C@H]1[C@@H](CNC1=O)CS(=O)(=O)[O-]